NCC1=NNC(C2=CC=C(C=C12)C=1C=NN(C1C1=C(C2=CC=CC=C2C=C1Cl)C#N)C)=O 2-(4-(4-(aminomethyl)-1-oxo-1,2-dihydrophthalazin-6-yl)-1-methyl-1H-pyrazol-5-yl)-3-chloro-1-naphthonitrile